NC1=NC(=C(C=C1C=1C=C2CC(NC(C2=CC1)=O)CNC)C1=CC=C(C=C1)Cl)F 6-(2-amino-5-(4-chlorophenyl)-6-fluoropyridin-3-yl)-3-((methylamino)methyl)-3,4-dihydroisoquinolin-1(2H)-one